ClC=1C(=CC=C2C(CC(OC12)C1=C(OCCC(=O)O)C=C(C=C1)C(F)(F)F)=O)OC 3-[2-(8-chloro-7-methoxy-4-oxo-chroman-2-yl)-5-(trifluoromethyl)phenoxy]propionic acid